N1(CCCCC1)C1CCN(CC1)CCO 2-([1,4'-bipiperidin]-1'-yl)ethan-1-ol